{4-[4-(morpholin-4-yl)-7-{[2-(trimethylsilyl)ethoxy]methyl}-7H-pyrrolo[2,3-d]pyrimidin-6-yl]phenyl}-5-[1-(prop-2-enoyl)pyrrolidine-3-amido]pyridine-2-carboxamide N1(CCOCC1)C=1C2=C(N=CN1)N(C(=C2)C2=CC=C(C=C2)C=2C(=NC=C(C2)NC(=O)C2CN(CC2)C(C=C)=O)C(=O)N)COCC[Si](C)(C)C